NC(CC[C@@H](C1=CC=CC=C1)NC(=O)N1CC2=C(C=CC(=C2CC1)C1=CC=C(C=C1)C(F)(F)F)N1C[C@@H](CC1)C(NC)=O)=O N-((S)-4-amino-4-oxo-1-phenylbutyl)-8-((R)-3-(methylcarbamoyl)pyrrolidin-1-yl)-5-(4-(trifluoromethyl)phenyl)-3,4-dihydroisoquinoline-2(1H)-carboxamide